3-benzyl-1-(tert-butyl)3-methyl-2-oxopyrrolidine C(C1=CC=CC=C1)C1(C(N(CC1)C(C)(C)C)=O)C